C(C1=CC=CC=C1)OCC1(CCC(CC1)O)C(=O)OCC1=CC=CC=C1 Benzyl (1r,4r)-1-((benzyloxy)methyl)-4-hydroxycyclohexane-1-carboxylate